3-amino-1-(cyclopropylmethyl)-N-(1-methylcyclopropyl)-2,4-dioxo-1,2,3,4-tetrahydroquinazoline-6-sulfonamide NN1C(N(C2=CC=C(C=C2C1=O)S(=O)(=O)NC1(CC1)C)CC1CC1)=O